3,4,5-trihydroxybenzenetetramine OC1(C(=C(C=C(C1(N)O)O)N)N)N